CC1=CC(=CC(=C1O)Cl)Cl 4,6-dichloro-o-cresol